6-bromo-4-ethynyl-1-(tetrahydro-2H-pyran-2-yl)-1H-indazole BrC1=CC(=C2C=NN(C2=C1)C1OCCCC1)C#C